C(C)OC(CN1N=C(C2=CC=CC=C12)C1CNC1)=O.BrC1=C(SC(=C1Br)[Si](C)(C)C)[Si](C)(C)C 3,4-dibromo-2,5-di(trimethylsilyl)thiophene ethyl-2-[3-(azetidin-3-yl)indazol-1-yl]acetate